4'-((2-butyl-4-oxo-1,3-diazaspiro[4.4]non-1-en-3-yl)methyl)-N-(4-chloro-5-methylisoxazol-3-yl)-2'-((pyridin-2-yloxy)methyl)-[1,1'-biphenyl]-2-sulfonamide C(CCC)C1=NC2(C(N1CC1=CC(=C(C=C1)C=1C(=CC=CC1)S(=O)(=O)NC1=NOC(=C1Cl)C)COC1=NC=CC=C1)=O)CCCC2